COC1=C(C=C(C(=C1)N1CCOCC1)[N+](=O)[O-])NC(=N)N 1-(2-methoxy-4-morpholinyl-5-nitrophenyl)guanidine